2-(((1r,4S)-4-(methylsulfonyl)cyclohexyl)amino)-8-((S)-spiro[2.4]heptan-4-yl)pyrido[2,3-d]pyrimidin-7(8H)-one CS(=O)(=O)C1CCC(CC1)NC=1N=CC2=C(N1)N(C(C=C2)=O)[C@@H]2C1(CC1)CCC2